7-(2-amino-7-fluorobenzo[d]thiazol-4-yl)-6-chloro-2-((4,4-difluoro-1-methylpyrrolidin-2-yl)methoxy)-8-fluoro-4-(4-(2-fluoroacryloyl)piperazin-1-yl)quinoline-3-carbonitrile NC=1SC2=C(N1)C(=CC=C2F)C2=C(C=C1C(=C(C(=NC1=C2F)OCC2N(CC(C2)(F)F)C)C#N)N2CCN(CC2)C(C(=C)F)=O)Cl